BrC1=CC(=C(S1)C)C1=C(C(C(C1(F)F)(F)F)(F)F)C1=C(SC(=C1)Br)C 1,2-bis(5-bromo-2-methyl-3-thienyl)perfluorocyclopentene